C(CC)N1C=2N(C=3N=C(NC3C1=O)C1=CC(=NO1)OCC1=CC(=CC=C1)C(F)(F)F)C=CN2 5-propyl-2-[3-[[3-(trifluoromethyl)phenyl]methoxy]isoxazol-5-yl]-3H-imidazo[2,1-b]purin-4-one